FC=1C(=CC=2C3=C(NC(C2C1)=O)COC[C@H]3N(C(=O)C3=CNC(C(=C3)F)=O)C)F (S)-N-(8,9-difluoro-6-oxo-1,4,5,6-tetrahydro-2H-pyrano[3,4-c]isoquinolin-1-yl)-5-fluoro-N-methyl-6-oxo-1,6-dihydropyridine-3-carboxamide